OC(CN1N(C(C(=C1C)C(=O)NC1=CC=C(OC2=CC=NC3=CN=C(C=C23)C(=O)NC2CCN(CC2)C)C=C1)=O)C1=CC=CC=C1)(C)C 4-[4-[[1-(2-hydroxy-2-methyl-propyl)-5-methyl-3-oxo-2-phenyl-pyrazole-4-carbonyl]amino]phenoxy]-N-(1-methyl-4-piperidyl)-1,7-naphthyridine-6-carboxamide